di(2-ethylhexyl)-peroxycarbonate C(C)C(COC(=O)OOCC(CCCC)CC)CCCC